1-cyclopropyloctyl 5-iodopentanoate ICCCCC(=O)OC(CCCCCCC)C1CC1